CN1C(=NC(=C1)NC(=O)C=1N(C=CN1)C)C(=O)OCC ethyl 1-methyl-4-(1-methylimidazole-2-amido)imidazole-2-carboxylate